2-[3-[1,5-dimethyl-3-(trifluoromethyl)pyrazol-4-yl]pyrazolo[1,5-a]pyridin-5-yl]-4-methoxy-thiazole-5-carboxylic acid CN1N=C(C(=C1C)C=1C=NN2C1C=C(C=C2)C=2SC(=C(N2)OC)C(=O)O)C(F)(F)F